tert-butyl {[4-(2-methylcyclobutyl)-2,5-dioxoimidazolidin-4-yl]methyl}carbamate CC1C(CC1)C1(NC(NC1=O)=O)CNC(OC(C)(C)C)=O